C(C)(C)(C)OCCCCCC[Si](C1C(=CC2=CC=CC=C12)C1=C(C=C(C=C1)C(C)(C)C)C)(C1C(=CC2=CC=CC=C12)C1=C(C=C(C=C1)C(C)(C)C)C)C (6-t-butoxyhexyl)(methyl)-bis(2-methyl-4-tert-butylphenylindenyl)silane